C(C)(C)(C)OC(=O)N[C@H](C(=O)OCC=1OC(=NN1)C1=NC=C(C=C1N)S(=O)(=O)C1=CC=C(C=C1)OC(F)(F)F)C(C)C (5-{3-amino-5-[4-(trifluoromethoxy)benzene-1-sulfonyl]pyridine-2-yl}-1,3,4-oxadiazol-2-yl)methyl (2S)-2-[(tert-butoxycarbonyl)amino]-3-methylbutanoate